3-(4-propoxyphenyl)-isoxazole C(CC)OC1=CC=C(C=C1)C1=NOC=C1